ClC1=CC=C(C=N1)S(=O)(C1=CC=CC=C1)=N (6-chloropyridin-3-yl)(imino)(phenyl)-λ6-sulfanone